(S)-3-(1-ethoxy-2-methyl-1-oxopropan-2-yl)pyrrolidine-1-carboxylate C(C)OC(C(C)(C)[C@H]1CN(CC1)C(=O)[O-])=O